CS(=O)(=O)O[C@@H]1C(N(CC1)CC1=CC=C(C=C1)C#N)=O (S)-1-(4-cyanobenzyl)-2-oxopyrrolidin-3-yl methanesulfonate